C(C)(=O)N1CCC2=CC(=C(C=C12)S(=O)(=O)Cl)Cl 1-acetyl-5-chloro-2,3-dihydro-1H-indole-6-sulfonyl chloride